COC=1C=2N(C=C(C1)C=1N=NN(C1C)C1CCN(CC1)C1COC1)N=CC2C#N 4-Methoxy-6-[5-methyl-1-[1-(oxetan-3-yl)-4-piperidyl]triazol-4-yl]pyrazolo[1,5-a]pyridine-3-carbonitrile